ClC1=NC(=NC(=C1)C1=CC2=CC=CC=C2C=C1)C1=CC2=CC=CC=C2C=C1 4-chloro-2,6-di(naphthalen-2-yl)pyrimidine